6-(2-amino-6-fluoro-5-(4-morpholinophenyl)pyridin-3-yl)-8-fluoroisoquinolin-1(2H)-one NC1=NC(=C(C=C1C=1C=C2C=CNC(C2=C(C1)F)=O)C1=CC=C(C=C1)N1CCOCC1)F